methyl-pyridazine-3,5-diamine CC1=C(N=NC=C1N)N